6-chloro-3-ethyl-8-(4,4,5,5-tetramethyl-1,3,2-dioxaborolan-2-yl)quinoline ClC=1C=C2C=C(C=NC2=C(C1)B1OC(C(O1)(C)C)(C)C)CC